C(C1=CC=CC=C1)OC(=O)NC(CC(=O)NC1(CCN(CC1)C(=O)OC(C)(C)C)C(=O)OC)C1=CC=CC=C1 1-(tert-butyl) 4-methyl 4-(3-(((benzyloxy)carbonyl)amino)-N-phenylpropionylamino)piperidine-1,4-dicarboxylate